BrC1=CC(=CC2=C1SC(=C2)C=2SC(=C(N2)C)C(=O)O)OC2CC2 2-(7-bromo-5-cyclopropoxybenzo[b]thiophen-2-yl)-4-methylthiazole-5-carboxylic acid